[Si].[Pb]=O lead oxide silicon